C12N(CC(NC1)C2)C2=CC=C1C(=NN(C1=C2)C)N2C(NC(CC2)=O)=O 1-(6-(2,5-diazabicyclo[2.2.1]heptan-2-yl)-1-methyl-1H-indazol-3-yl)dihydropyrimidine-2,4(1H,3H)-dione